N-[(2-Amino-3-pyridyl)sulfonyl]-6-(3-fluoro-2-methoxyphenyl)-2-[(4S)-2,2,4-trimethylpyrrolidin-1-yl]pyridin-3-carboxamid NC1=NC=CC=C1S(=O)(=O)NC(=O)C=1C(=NC(=CC1)C1=C(C(=CC=C1)F)OC)N1C(C[C@@H](C1)C)(C)C